Methyl (5-(8-methyl-4-oxo-3,4-dihydrophthalazin-1-yl)-1H-benzimidazol-2-yl)carbamate CC=1C=CC=C2C(NN=C(C12)C1=CC2=C(NC(=N2)NC(OC)=O)C=C1)=O